(S)-4-methyl-N-((R)-1-(((S)-4-methyl-1-((R)-2-methyloxiran-2-yl)-1-oxopentan-2-yl)amino)-1-oxo-3-phenylpropan-2-yl)-2-((S)-2-(2-morpholinoacetamido)-4-phenyl-butanamido)pentanamide CC(C[C@@H](C(=O)N[C@@H](C(=O)N[C@H](C(=O)[C@@]1(OC1)C)CC(C)C)CC1=CC=CC=C1)NC([C@H](CCC1=CC=CC=C1)NC(CN1CCOCC1)=O)=O)C